C1(CCC(CC1)C(C)C)C (-)-Menthane